C(=O)C1=C(C=CC=C1)C1N(CCN(C1)C(=O)OC(C)(C)C)C(=O)OCC1=CC=CC=C1 1-Benzyl 4-(tert-butyl) 2-(2-formylphenyl)piperazine-1,4-dicarboxylate